di(biphenylyl)(Phenylindolocarbazolyl)triazine C1(=C(C=CC=C1)C1=C(C(=NN=N1)C1=C2C(=CC=C1C1=CC=CC=C1)N=C1C=CC3=C4C=CC=CC4=NC3=C12)C1=C(C=CC=C1)C1=CC=CC=C1)C1=CC=CC=C1